COCCOCCN1NC=C(N1)C(C(C)C1C(N(CCN1)C(=O)[O-])CNC(CC1=CC=CC=C1)=O)=O 3-(1-(2-(2-(2-methoxyethoxy)ethyl)-1H-1,2,3-triazol-4-yl)propanoyl)-2-((2-phenylacetamido)methyl)piperazine-1-carboxylate